S1C=NC(=C1)CCC=O 4-THIAZOLEPROPANAL